C1(CC1)C=1C=C(C=C2C(=NN(C12)CCC)C1=C(C(=O)N)C=CC(=C1)F)C (7-cyclopropyl-5-methyl-1-propyl-1H-indazol-3-yl)-4-fluorobenzamide